FC1=C(NC2CC3(CN(C3)C(=O)OC(C)(C)C)C2)C=CC(=C1)C(F)(F)F tert-butyl 6-[2-fluoro-4-(trifluoromethyl)anilino]-2-azaspiro[3.3]heptane-2-carboxylate